methyl 2-chloro-4-[(2,4-dimethoxyphenyl)methylamino]pyrimidine-5-carboxylate ClC1=NC=C(C(=N1)NCC1=C(C=C(C=C1)OC)OC)C(=O)OC